Cl.C1NCC12CCC(CC2)CO (2-azaspiro[3.5]nonane-7-yl)methanol hydrochloride